C1=NN=C2N1C1=C(CCC2)C=CC=C1 5,6-dihydro-4H-benzo[f][1,2,4]triazolo[4,3-a]azepin